C(C)(C)(C)OC(NC1CC2CCCC(C1)C2N)=O.NC2=NC(=NC1=C(C=CC=C21)C=2C=C(C=CC2)NC(C=C)=O)NC=2C=NC(=CC2)N2CCN(CC2)C N-(3-(4-amino-2-((6-(4-methylpiperazin-1-yl)pyridin-3-yl)amino)quinazolin-8-yl)phenyl)acrylamide tert-butyl-N-{9-aminobicyclo[3.3.1]nonan-3-yl}carbamate